(R,S)-4-((2,6-Dimethylpyridin-4-yl)((2,2,8-trimethyl-4-oxochroman-7-yl)oxy)methyl)benzamide CC1=NC(=CC(=C1)[C@@H](C1=CC=C(C(=O)N)C=C1)OC1=CC=C2C(CC(OC2=C1C)(C)C)=O)C